(2S,5R)-2-(N-(2-acetamidocyclopropane-1-carbonyl) carbamimidoyl)-7-oxo-1,6-diazabicyclo[3.2.1]octan-6-yl hydrogen sulfate S(=O)(=O)(ON1[C@@H]2CC[C@H](N(C1=O)C2)C(NC(=O)C2C(C2)NC(C)=O)=N)O